1-phenyl-2,3,4,5-tetramethylferrocene C1(=CC=CC=C1)[C-]1C(=C(C(=C1C)C)C)C.[CH-]1C=CC=C1.[Fe+2]